2-(3-pentylcyclohexyl)acetic acid C(CCCC)C1CC(CCC1)CC(=O)O